C(C)(C)(C)OC(=O)N=[S@@](=O)(C=1C(=NC(=CC1)C)O[C@H]1C[C@H](CCC1)CCNC1CCC(CC1)(C)C#N)N1[C@@H](CCC1)C(=O)OC Methyl ((S)-N-(tert-butoxycarbonyl)-2-(((1R,3R)-3-(2-(((1s,4S)-4-cyano-4-methylcyclohexyl)amino)ethyl)cyclohexyl)oxy)-6-methylpyridine-3-sulfonimidoyl)-L-prolinate